2-((tert-Butoxycarbonyl)amino)-2-phenethyl-4-methylbenzenesulfonic acid C(C)(C)(C)OC(=O)NC1(C(C=CC(=C1)C)S(=O)(=O)O)CCC1=CC=CC=C1